NC1=CC(=C2C(N(CCCCC[C@@](C3=NN=C(C1=N2)O3)(C(F)(F)F)O)C3C2CC3C2)=O)C(F)(F)F (6R)-17-Amino-12-(2-bicyclo[1.1.1]pentanyl)-6-hydroxy-6,15-bis(trifluoromethyl)-19-oxa-3,4,12,18-tetrazatricyclo[12.3.1.12,5]nonadeca-1(18),2,4,14,16-pentaen-13-one